CC1=NOC(=C1C1=CC2=C(N(C(=N2)[C@@H]2CCC(N2C2=CC=C(C=C2)C(F)(F)F)=O)[C@H]2CN(CC2)S(=O)(=O)C)C=C1)C (S)-5-(5-(3,5-dimethylisoxazol-4-yl)-1-((R)-1-(methylsulfonyl)pyrrolidin-3-yl)-1H-benzo[d]imidazol-2-yl)-1-(4-(trifluoromethyl)phenyl)pyrrolidin-2-one